COC(=O)[C@H]1N(CCC1)CC1=C(C2=C(NC(=N2)[C@H](C2CCC(CC2)C)NC(=O)C=2C(=NOC2)CC)C=C1)F (2S)-1-[(2-{(S)-[(3-ethylisoxazole-4-carbonyl)amino](4-methylcyclohexyl)-methyl}-4-fluoro-1H-benzimidazol-5-yl)methyl]pyrrolidine-2-carboxylic acid methyl ester